4-chloro-5-(4-pyridin-3-ylmethyl-piperazin-1-yl)-benzofuran-2-carboxylic acid ClC1=C(C=CC2=C1C=C(O2)C(=O)O)N2CCN(CC2)CC=2C=NC=CC2